4-amino-5-(bromomethyl)-2-methylpyrimidin NC1=NC(=NC=C1CBr)C